5-(((2-(2-methoxyethoxy)ethyl)amino)methyl)-2-phenyl-N-(tetrahydro-2H-pyran-4-yl)-1H-indole-7-amine COCCOCCNCC=1C=C2C=C(NC2=C(C1)NC1CCOCC1)C1=CC=CC=C1